7-((4-chlorobenzyl)oxy)-4-trifluoromethyl-2H-1-benzopyran-2-one ClC1=CC=C(COC2=CC3=C(C(=CC(O3)=O)C(F)(F)F)C=C2)C=C1